2-Methyl-7-nitro-4,5-dihydrothieno[3,2-C]pyridin-4-one CC1=CC=2C(NC=C(C2S1)[N+](=O)[O-])=O